ClC1=C(C=C(C=C1)NC1=NC=2N(C(=C1)NC1CC1)N=CC2C#N)C[S@](=O)C |r| (±)-5-((4-Chloro-3-((methylsulfinyl)methyl)phenyl)amino)-7-(cyclopropylamino)pyrazolo[1,5-a]pyrimidine-3-carbonitrile